2-((1-(3-(4-fluorophenyl)-7-methyl-2-morpholinoquinolin-5-yl)ethyl)amino)benzoic acid FC1=CC=C(C=C1)C=1C(=NC2=CC(=CC(=C2C1)C(C)NC1=C(C(=O)O)C=CC=C1)C)N1CCOCC1